(R)-1-chloro-3-(2-chloroethoxy)propan-2-ol ClC[C@@H](COCCCl)O